C(C)OC=1C=CC(=NC1)C=1N(C(=NN1)C1CC(C1)NC(=O)C1=CC=NC2=CC(=CN=C12)F)C=1SC(=CC1)C N-((1r,3r)-3-(5-(5-ethoxypyridin-2-yl)-4-(5-methylthiophene-2-yl)-4H-1,2,4-triazol-3-yl)cyclobutyl)-7-fluoro-1,5-naphthyridine-4-carboxamide